C1(=CC=CC=C1)C(C)OC(CC(CCC=C(C)C)(C=C)C)=O (+-)-1-phenylethyl-1,5-dimethyl-1-vinyl-4-hexenylacetate